FC1=C(C=C(C=C1)[C@H](CN[C@@H]([C@H]1CNC2=CC=CN=C2C1)C1=CC=CC=C1)C)CC(=O)O |&1:7| 2-(2-fluoro-5-((R and S)-1-(((S)-phenyl((R)-1,2,3,4-tetrahydro-1,5-naphthyridin-3-yl)methyl)amino)propan-2-yl)phenyl)acetic acid